CC1=CC=2C(=C[Se]C2)C=C1 5-methyl-benzo[c]selenophene